N-(4-((6-(2-chloro-4-nitrophenoxy)-7-methoxyquinolin-4-yl)oxy)-3-fluorophenyl)-N-(4-fluorophenyl)cyclopropane-1,1-dicarboxamide ClC1=C(OC=2C=C3C(=CC=NC3=CC2OC)OC2=C(C=C(C=C2)N(C(=O)C2(CC2)C(=O)N)C2=CC=C(C=C2)F)F)C=CC(=C1)[N+](=O)[O-]